N-cyclohexyl(aminomethyl)methyldiethoxysilane C1(CCCCC1)NC[Si](OCC)(OCC)C